2,2-difluoropropyl (2,4-difluorophenyl)carbamate FC1=C(C=CC(=C1)F)NC(OCC(C)(F)F)=O